ClC=1C=NC(=C(C(=O)NC2CCC(CC2)CN2C(C(C3=CC=CC=C23)(O)C2=C(C=CC(=C2)F)F)=O)C1)C(F)F 5-chloro-2-(difluoromethyl)-N-((1r,4r)-4-((3-(2,5-difluorophenyl)-3-hydroxy-2-oxoindolin-1-yl)methyl)cyclohexyl)nicotinamide